OCCNS(=O)(=O)C N-(2-hydroxyethyl)methanesulfonamide